FC1(CNC(N(C1)[C@H](COC)C1=CC=2N(N=C1)C=C(N2)C(=O)OCC)=O)F Ethyl (S)-7-(1-(5,5-difluoro-2-oxotetrahydropyrimidin-1(2H)-yl)-2-methoxyethyl)imidazo[1,2-b]pyridazine-2-carboxylate